4-bromo-6-(dimethylamino)-2-methyl-2,7-naphthyridin-1-one BrC1=CN(C(C2=CN=C(C=C12)N(C)C)=O)C